iron trichloride iron [Fe].[Fe](Cl)(Cl)Cl